FC=1C=C2CC(NC2=CC1)=O 5-fluoro-2,3-dihydro-1H-indol-2-one